O[C@H]1C[C@@H](CCC1)N1C(C=CC2=C1N=C(N=C2)S(=O)(=O)C)=O 8-[(1R,3R)-3-hydroxycyclohexyl]-2-(methylsulfonyl)pyrido[2,3-d]pyrimidin-7(8H)-one